Cl.BrC=1C(=NC(=NC1)NC1=C(C=C(C(=C1)C=1C=NN(C1)C)N1CCC(CC1)N1CCNCC1)OC)NC=1C=NC2=CC=CC=C2C1P(C)(C)=O (3-((5-bromo-2-((2-methoxy-5-(1-methyl-1H-pyrazol-4-yl)-4-(4-(piperazin-1-yl)piperidin-1-yl)phenyl)amino)pyrimidin-4-yl)amino)quinolin-4-yl)dimethylphosphine oxide hydrochloride